ClC=1C(=CC2=C(C(CCS2)=O)C1)F 6-Chloro-7-fluoro-2,3-dihydro-1-benzothiin-4-one